COC(\C(=C\OC)\C=1C(=NC=CC1)OC1=CC(=CC(=C1)Cl)Cl)=O.ClC1=NC=C(C=N1)OCC1=C(C=CC=C1Cl)Cl 2-chloro-5-[(2,6-dichlorophenyl)methoxy]pyrimidine methyl-(E)-2-[2-(3,5-dichlorophenoxy)pyridin-3-yl]-3-methoxyacrylate